ClC=1C=C(C=NC1)NC(CC=1C(OC2=CC(=C(C=C2C1C)OC)O)=O)=O N-(5-chloropyridin-3-yl)-2-(7-hydroxy-6-methoxy-4-methyl-2-oxo-2H-chromen-3-yl)acetamide